C1(=CC=CC2=CC=CC=C12)C1=NN2C(NC=C(C2=O)C(=O)O)=C1 2-(1-naphthyl)-7-oxo-4,7-dihydropyrazolo[1,5-a]pyrimidine-6-carboxylic acid